BrC=1C=C2C(=CNC2=CC1)CC(CO[Si](C1=CC=CC=C1)(C1=CC=CC=C1)C(C)(C)C)(C)C 5-bromo-3-[3-[(tert-butyldiphenylsilyl)oxy]-2,2-dimethylpropyl]-1H-indole